2,4-dichlorobenzoyl-aminocyclopropanecarboxylic acid ClC1=C(C(=O)C2C(C2)(C(=O)O)N)C=CC(=C1)Cl